C(=O)(OC(C)(C)C)N1[C@@H](C[C@H](C1)C1=CC=CC=C1)C(=O)O (2S,4S)-1-boc-4-Phenylpyrrolidine-2-carboxylic acid